N-((2-(6-(7-oxa-2-azaspiro[3.5]nonan-2-yl)pyridin-2-yl)-1,6-naphthyridin-7-yl)methyl)-4-methyl-3-(methylsulfonyl)benzamide C1N(CC12CCOCC2)C2=CC=CC(=N2)C2=NC1=CC(=NC=C1C=C2)CNC(C2=CC(=C(C=C2)C)S(=O)(=O)C)=O